(3R,4r,5S)-4-fluoro-3,5-dimethylpiperidine hydrochloride Cl.FC1[C@@H](CNC[C@@H]1C)C